heptane-2-carboxylic acid CC(CCCCC)C(=O)O